fluorine silicon platinum [Pt].[Si].[F]